The molecule is a branched amino tetrasaccharide consisting of D-galactose at the reducing end with an alpha-L-fucosyl-(1->4)-[beta-D-galactosyl-(1->3)]-N-acetyl-beta-D-glucosaminyl moiety attached at the 3-position. It is an amino tetrasaccharide and a glucosamine oligosaccharide. C[C@H]1[C@H]([C@H]([C@@H]([C@@H](O1)O[C@@H]2[C@H](O[C@H]([C@@H]([C@H]2O[C@H]3[C@@H]([C@H]([C@H]([C@H](O3)CO)O)O)O)NC(=O)C)O[C@H]4[C@H]([C@H](OC([C@@H]4O)O)CO)O)CO)O)O)O